FC1=CC=C(C=C1)C1=CC=2C(=NC=C(C2)C=2N=C(SC2)C(=O)N[C@H](CO)C)N1 (S)-4-(2-(4-fluorophenyl)-1H-pyrrolo[2,3-b]pyridin-5-yl)-N-(1-hydroxypropan-2-yl)thiazole-2-carboxamide